1-(6-Isopropyl-4-(3-((methylsulfonyl)methyl)azetidin-1-yl)pyridin-2-yl)-6-(4-methoxypyridin-3-yl)-4-methyl-1H-pyrazolo[4,3-c]pyridine C(C)(C)C1=CC(=CC(=N1)N1N=CC=2C(=NC(=CC21)C=2C=NC=CC2OC)C)N2CC(C2)CS(=O)(=O)C